carboxyl-4-hexyl-2-cyclohexene-1-caprylic acid C(=O)(O)C1(C=CC(CC1)CCCCCC)CCCCCCCC(=O)O